di-(β-aminoethyl) ether NCCOCCN